7-(1-(5-((2-(2,6-dioxopiperidin-3-yl)-1-oxoisoindolin-4-yl)thio)pentanoyl)piperidin-4-yl)-2-(4-phenoxyphenyl)-4,5,6,7-tetrahydropyrazolo[1,5-a]pyrimidine-3-carboxamide O=C1NC(CCC1N1C(C2=CC=CC(=C2C1)SCCCCC(=O)N1CCC(CC1)C1CCNC=2N1N=C(C2C(=O)N)C2=CC=C(C=C2)OC2=CC=CC=C2)=O)=O